COC1=CC=C(C=C1)N1N=C(NC1=O)C1CN(CCC1)CC1=CC=C(C=C1)SC(F)(F)F (1S)-2-(4-methoxyphenyl)-5-(1-(4-((trifluoromethyl)thio)benzyl)piperidin-3-yl)-2,4-dihydro-3H-1,2,4-triazol-3-one